8-fluoro-2,2-dimethyl-3H-1,3-benzoxazin-4-one FC1=CC=CC=2C(NC(OC21)(C)C)=O